C1=CC=CC=2C3=CC=CC=C3C(C12)COC(=O)N(C(C(=O)OC(C)(C)C)CC1=CC(=C(C=C1)C(F)(F)F)F)C tert-Butyl 2-((((9H-fluoren-9-yl)methoxy) carbonyl)(methyl)amino)-3-(3-fluoro-4-(trifluoromethyl)phenyl)propanoate